CC1=C(C=2N(N=C1N1CC=3C=C(C=NC3CC1)C=1C=NC=CC1C)C(C=CN2)=O)C 8,9-dimethyl-7-(3-(4-methylpyridin-3-yl)-7,8-dihydro-1,6-naphthyridin-6(5H)-yl)-4H-pyrimido[1,2-b]pyridazin-4-one